C(C)(C)(C)C1=CC(=C(C=N1)N)OC 6-tert-butyl-4-methoxy-pyridin-3-amine